3-(5-bromo-4-chloropyridin-2-yl)-3,6-diazabicyclo[3.1.1]heptane BrC=1C(=CC(=NC1)N1CC2NC(C1)C2)Cl